(2R,3S,5R)-5-(6-amino-2-fluoro-9H-purin-9-yl)-2-(hydroxymethyl)-2-((R)-1-methoxyethyl)tetrahydrofuran-3-ol NC1=C2N=CN(C2=NC(=N1)F)[C@H]1C[C@@H]([C@@](O1)([C@@H](C)OC)CO)O